(S)-10-Hydroxy-10-((6-oxo-4-phenylpyrimidin-1(6H)-yl)methyl)-N-(thiophen-2-ylmethyl)-7-azaspiro[4.5]decane-7-carboxamide O[C@]1(CCN(CC12CCCC2)C(=O)NCC=2SC=CC2)CN2C=NC(=CC2=O)C2=CC=CC=C2